O1C(=NC2=C1C=CC=C2)C=2C=CC(=C(C2)NC(C2=CC(=CC=C2)OCC2=CC=C(C=C2)F)=O)OC N-[5-(1,3-benzoxazol-2-yl)-2-methoxyphenyl]-3-[(4-fluorophenyl)methoxy]benzamide